C1(CCCCC1)[Si](N[Si](C1CCCCC1)(C1CCCCC1)C1CCCCC1)(C1CCCCC1)C1CCCCC1 Hexacyclohexyldisilazane